1-nitro-4-(vinyl-d2)benzene ethyl-7-(4-hydroxy-3,3-dimethyl-butyl)imidazo[1,2-a]pyridine-3-carboxylate C(C)OC(=O)C1=CN=C2N1C=CC(=C2)CCC(CO)(C)C.[N+](=O)([O-])C2=CC=C(C=C2)C=C([2H])[2H]